methyl 2-(2-(N-(4-methoxybenzyl) cyclopropanesulfonylamino) pyrimidin-4-yl)-2-methylbutanoate COC1=CC=C(CN(C2=NC=CC(=N2)C(C(=O)OC)(CC)C)S(=O)(=O)C2CC2)C=C1